C(C1=CC=CC=C1)(=O)OC(C(C)C)C(C(CCC)OC(C1=CC=CC=C1)=O)CC 2-methyl-4-ethyl-3,5-octanediol dibenzoate